BrC=1C=C(C=C(C1)OC)[C@@H](C)NC(C1=C(C=CC(=C1)N1CC2C(C1)CN(C2)C)C)=O N-[(1R)-1-(3-Bromo-5-methoxy-phenyl)ethyl]-2-methyl-5-(2-methyl-1,3,3a,4,6,6a-hexahydropyrrolo[3,4-c]pyrrol-5-yl)benzamide